ClC=1C=C2C(=CC1)NC(C21CCN(CC1)CCOC=1C=NC(=NC1)[C@@](CO)(C)O)=O |o1:24| 5-chloro-1'-[2-({2-[(2R) or (2S)-1,2-dihydroxypropan-2-yl]pyrimidin-5-yl}oxy)ethyl]-1,2-dihydrospiro[indole-3,4'-piperidin]-2-one